6-(3-bromo-1-(3-chloropyridin-2-yl)-1H-pyrazole-5-carboxamido)-5-methyl-N-(1-methylcyclopropyl)pyrazolo[1,5-a]pyridine-7-carboxamide BrC1=NN(C(=C1)C(=O)NC=1C(=CC=2N(C1C(=O)NC1(CC1)C)N=CC2)C)C2=NC=CC=C2Cl